4-[2-(N-cyclohexylanilino)-2-oxo-ethyl]-1-[cyclopropyl-(4-fluorophenyl)carbamoyl]piperidine-4-carboxylic acid C1(CCCCC1)N(C1=CC=CC=C1)C(CC1(CCN(CC1)C(N(C1=CC=C(C=C1)F)C1CC1)=O)C(=O)O)=O